N-(1H-benzo[D]imidazole-2-yl)-3,4-dichlorobenzamide N1C(=NC2=C1C=CC=C2)NC(C2=CC(=C(C=C2)Cl)Cl)=O